2-(2-(4-((2-methoxyethoxy)methoxy)-3-(methylsulfonylamino)phenyl)-1-oxo-1,2,3,4-tetrahydroisoquinolin-6-yl)-5-(trifluoromethyl)benzoic acid methyl ester COC(C1=C(C=CC(=C1)C(F)(F)F)C=1C=C2CCN(C(C2=CC1)=O)C1=CC(=C(C=C1)OCOCCOC)NS(=O)(=O)C)=O